NC1=C(C=C(C=N1)C1=CC=C(C=C1)N1C[C@@H](CC1)N(S(=O)(=O)C)C)C=1C=C2CCNC(C2=CC1)=O (R)-N-(1-(4-(6-amino-5-(1-oxo-1,2,3,4-tetrahydroisoquinolin-6-yl)pyridin-3-yl)phenyl)pyrrolidin-3-yl)-N-methylmethanesulfonamide